7-fluoro-6-nitro-chromane FC1=C(C=C2CCCOC2=C1)[N+](=O)[O-]